BrCC1=CC2=CC=CC=C2C=C1 2-(Bromo-methyl)naphthalin